4-(3-benzyl-5-methylisoxazol-4-yl)-1-(4-(3,4-dichlorophenyl)-5-(isopropylthio)thiazol-2-yl)-3-methyl-1H-pyrazole-5-carboxylic acid C(C1=CC=CC=C1)C1=NOC(=C1C=1C(=NN(C1C(=O)O)C=1SC(=C(N1)C1=CC(=C(C=C1)Cl)Cl)SC(C)C)C)C